1,3,6-trichlorohexane ClCCC(CCCCl)Cl